2-(1H-imidazol-2-yl)-N-((3S,4S)-3-(trifluoromethyl)tetrahydro-2H-pyran-4-yl)thiazole-4-carboxamide N1C(=NC=C1)C=1SC=C(N1)C(=O)N[C@@H]1[C@@H](COCC1)C(F)(F)F